1,6-Hexanediylbis[oxy(2-hydroxy-3,1-propanediyl)] bisacrylate C(C=C)(=O)OCC(COCCCCCCOCC(COC(C=C)=O)O)O